O=C1NC(CCC1N1C(C2=CC=C(C=C2C1)N1CCN(CC1)CC1CCNCC1)=O)=O 4-((4-(2-(2,6-dioxopiperidin-3-yl)-1-oxoisoindolin-5-yl)piperazin-1-yl)methyl)piperidine